ClC=1C2=C(SC1C(=O)NC1=NC(=C(C(=C1C)C)OCC(=O)NC(C)C)C)C=C(C=C2)F 3-chloro-6-fluoro-N-(5-(2-(isopropylamino)-2-oxoethoxy)-3,4,6-trimethylpyridin-2-yl)benzo[b]thiophene-2-carboxamide